FC1=C(C(=O)NC(C(=O)O)C)C(=CC(=C1)NS(=O)(=O)C1=CC=C(C=C1)C1=CC(=NC=C1)F)F 2-(2,6-difluoro-4-((4-(2-fluoropyridin-4-yl)phenyl)sulfonylamino)benzoylamino)propionic acid